P(O)(O)(=S)O[C@H]1[C@]([C@@H](O[C@@H]1CO)N1C=NC=2C(=O)NC(N)=NC12)(O)OC 2'-methoxyguanosine-3'-phosphorothioate